2-(3-bromo-6-chloro-2-fluoro-phenyl)naphthalen-1-ol BrC=1C(=C(C(=CC1)Cl)C1=C(C2=CC=CC=C2C=C1)O)F